C(C)(C)(C)OC(CCCCCCCCCCCCCCCCCCC(=O)O)=O Eicosanedioic acid monotert-butyl ester